C1=CC=CC=2C3=CC=CC=C3C(C12)COC(=O)N[C@@H](CCOP(N(C(C)C)C(C)C)OCCC#N)C(=O)OC(C)(C)C tert-butyl N-(((9H-fluoren-9-yl)methoxy)carbonyl)-O-((2-cyanoethoxy)(diisopropylamino)phosphaneyl)-L-homoserinate